[2-(3-pyridinyl)-5-thiazolyl]-pyridine N1=CC(=CC=C1)C=1SC(=CN1)C1=NC=CC=C1